F[C@@H]1[C@H]2CCC[C@@H](C[C@@H]1OC1=CC=C(N=N1)C=1C=C3C=CC=NC3=CC1O)N2 6-(6-(((1r,2r,3s,5s)-2-fluoro-9-azabicyclo[3.3.1]non-3-yl)oxy)pyridazin-3-yl)quinolin-7-ol